(E)-1-[2-Hydroxy-6-(3-methylbut-2-enoxy)-4-(2-methylprop-1-enoxy)phenyl]-3-(3-nitrophenyl)prop-2-en-1-one OC1=C(C(=CC(=C1)OC=C(C)C)OCC=C(C)C)C(\C=C\C1=CC(=CC=C1)[N+](=O)[O-])=O